5-thio-D-glucose O=C[C@H](O)[C@@H](O)[C@H](O)[C@H](S)CO